C1(CC(=O)OC(CO1)C(CCC)CC)=O.[Na] sodium 2-(3-ethylhexyl-2-yl) malonate